N1(CCC1)C(CCC=1SC(=C(N1)CO)C)=O 1-(azetidin-1-yl)-3-(4-(hydroxymethyl)-5-methylthiazol-2-yl)propan-1-one